FC(C(=O)O)(F)F.NCCCN(C(C)=O)C N-(3-aminopropyl)-N-methylacetamide trifluoroacetate